CC=1C=C(C=CC1OC=1C=NC(=CC1)C)NC1=NC=NC2=CC=C3C(=C12)OC[C@@H]1N(CCN3C1)C(=O)OC(C)(C)C tert-butyl (3R)-13-((3-methyl-4-((6-methylpyridin-3-yl)oxy)phenyl)amino)-2,3,5,6-tetrahydro-4H-3,7-methano[1,4,7]oxadiazonino[2,3-f]quinazoline-4-carboxylate